OC(CCC=O)CC 4-hydroxy-hexanal